2-[1-[(1-Methylpiperidin-4-yl)amino]methyl]cyclopropylacetonitrile CN1CCC(CC1)NCC1C(C1)CC#N